C(#N)C=1C=NN2C1N=NC(=C2N)[N+](=O)[O-] 8-cyano-3-nitropyrazolo[5,1-c][1,2,4]triazin-4-amine